BrC1=CC(=C(C(=C1)C)C=1C(C(CC1O)CC(C)=O)=O)OC 2-(4-bromo-2-methoxy-6-methylphenyl)-3-hydroxy-5-(2-oxopropyl)cyclopent-2-enone